NC(C(=O)N)C=1N=C2N(C(C1)=O)C=CS2 2-amino-2-(5-oxothiazolo[3,2-a]pyrimidin-7-yl)acetamide